3-(chlorosulfonyl)-4-ethylbenzoic acid ClS(=O)(=O)C=1C=C(C(=O)O)C=CC1CC